4-benzenediacrylate C1(=CC=C(C=C1)C=CC(=O)[O-])C=CC(=O)[O-]